C1(CCCC1)N1C(=CC2=C1N=C(N=C2)NC2=NC=C(C=C2)CCO)C(=O)N(C)C 7-cyclopentyl-2-[[5-(2-hydroxyethyl)-2-pyridinyl]amino]-N,N-dimethylpyrrolo[2,3-d]pyrimidine-6-carboxamide